(3,4-dihydroxyphenyl)(dimethyl)(2-sulfoethyl)ammonium OC=1C=C(C=CC1O)[N+](CCS(=O)(=O)O)(C)C